N-ethyl-N-(piperidin-4-yl)quinolin-6-amine hydrochloride Cl.C(C)N(C=1C=C2C=CC=NC2=CC1)C1CCNCC1